Methyl 3-(3-benzhydryl-5-bromo-2,6-dioxo-3,6-dihydro-2H-pyrimidin-1-yl)-propanoate C(C1=CC=CC=C1)(C1=CC=CC=C1)N1C(N(C(C(=C1)Br)=O)CCC(=O)OC)=O